(1S,3R,5R)-N-(3-(5-fluoropyrimidin-2-yl)-4-methylphenyl)-1-(1-hydroxyethyl)-3-methyl-6-azabicyclo[3.1.1]heptane-6-carboxamide FC=1C=NC(=NC1)C=1C=C(C=CC1C)NC(=O)N1[C@@H]2C[C@H](C[C@]1(C2)C(C)O)C